2-(3-fluorobenzyl)-6-(4-methoxyphenyl)pyridazin-3(2H)-one FC=1C=C(CN2N=C(C=CC2=O)C2=CC=C(C=C2)OC)C=CC1